C(C)(=O)OC1=C(OC2=C(C1=O)C(=CC(=C2)O)O)C2=CC(=C(C=C2)O)O 2-(3,4-dihydroxyphenyl)-5,7-dihydroxy-4-oxo-4H-benzopyran-3-yl acetate